N-(4-chloro-2-trifluoroacetyl-phenyl)phthalanilide ClC1=CC(=C(C=C1)N(C1=CC=CC=C1)C(C=1C(C(=O)NC2=CC=CC=C2)=CC=CC1)=O)C(C(F)(F)F)=O